4-(3,5-diaminopyrid-2-yl)-1-(2-hydroxyethyl)-1-methylpiperazin-1-ium chloride [Cl-].NC=1C(=NC=C(C1)N)N1CC[N+](CC1)(C)CCO